2-oxo-N-(1H-pyrazolo[4,3-b]pyridin-6-yl)-2-[(2R,5S)-2-[2-(1,5-dimethyl-3,6-dihydro-2H-pyridin-4-yl)-1,3-benzothiazol-5-yl]-5-methyl-1-piperidyl]acetamide O=C(C(=O)NC=1C=C2C(=NC1)C=NN2)N2[C@H](CC[C@@H](C2)C)C=2C=CC1=C(N=C(S1)C=1CCN(CC1C)C)C2